N-(6-morpholinylpyridin-3-yl)-8-(pyridin-2-yl)pyrido[4,3-d]pyrimidin-2-amine N1(CCOCC1)C1=CC=C(C=N1)NC=1N=CC2=C(N1)C(=CN=C2)C2=NC=CC=C2